1-(5-(2-chloro-4-phenoxybenzoyl)-7H-pyrrolo[2,3-d]pyrimidin-4-yl)pyrrolidine-3-carboxylic acid ethyl ester C(C)OC(=O)C1CN(CC1)C=1C2=C(N=CN1)NC=C2C(C2=C(C=C(C=C2)OC2=CC=CC=C2)Cl)=O